NC1=C(C(=O)O)C=C(C(=C1)Cl)[N+](=O)[O-] 2-Amino-4-chloro-5-nitrobenzoic acid